ClC=1C=C2C(=NC=NC2=C(C1C1=CC(=CC2=CC=CC=C12)O)F)N1CCN(CC1)C(C=C)=O 1-[4-[6-chloro-8-fluoro-7-(3-hydroxy-1-naphthyl)quinazolin-4-yl]piperazin-1-yl]prop-2-en-1-one